C(C1=CC=CC=C1)OC1CC(C1)OC1=CC=NC=C1 4-(3-(benzyloxy)cyclobutoxy)pyridine